NCCC(=O)NC=1SC(=C(N1)C)C(=O)OCC ethyl 2-(3-aminopropanoyl-amino)-4-methyl-thiazole-5-carboxylate